(R/S)-6-(3-(2-bromophenyl)-4-methylpiperazin-1-yl)-N2,N4-dimethylpyrimidine-2,4-diamine BrC1=C(C=CC=C1)[C@@H]1CN(CCN1C)C1=CC(=NC(=N1)NC)NC |r|